3-[3-(2-aminoethyl)anilino]-6-ethyl-5-[ethyl-(methyl)amino]pyrazine-2-carboxamide dihydrochloride Cl.Cl.NCCC=1C=C(NC=2C(=NC(=C(N2)N(C)CC)CC)C(=O)N)C=CC1